CNC(NC1=CC=C(C=C1)OB(O)O)=O 4-(3-methyl-ureido)phenylboric acid